O[C@@]1(C[C@@H](CCC1)NC1=NC(=NC=C1C(=O)N)NC(C)(C)CC)C 4-((1R,3S)-3-hydroxy-3-methylcyclohexylamino)-2-(tert-pentylamino)pyrimidine-5-carboxamide